[C@H]12[C@H](C[C@H](CC1)C2)N2C1=NC(=NC=C1N(C2=O)C)NC=2C=C1C=CC=NC1=CC2C 9-((1S,2S,4R)-bicyclo[2.2.1]heptan-2-yl)-7-methyl-2-((7-methylquinolin-6-yl)amino)-7,9-dihydro-8H-purin-8-one